(S)-N-(3-(3,5-dimethylisoxazol-4-yl)-4-(pyrrolidin-3-yloxy)phenyl)-1-fluorocyclopropane-1-carboxamide CC1=NOC(=C1C=1C=C(C=CC1O[C@@H]1CNCC1)NC(=O)C1(CC1)F)C